2-(6-((8-chloro-2-methyl-1-oxo-1,2-dihydroisoquinolin-5-yl)oxy)-2-azaspiro[3.3]heptan-2-yl)-N-(6-fluoro-[1,2,4]triazolo[4,3-a]pyridin-7-yl)acetamide ClC=1C=CC(=C2C=CN(C(C12)=O)C)OC1CC2(CN(C2)CC(=O)NC2=CC=3N(C=C2F)C=NN3)C1